F[C@H]1C[C@H](CN(C1)C=1C=CC=2N=CN=C(C2N1)NC1=C(C(=C(C=C1)OC1=CC2=C(N(N=N2)C)C=C1)C)F)NC(C=C)=O N-((3R,5S)-5-fluoro-1-(4-((2-fluoro-3-methyl-4-((1-methyl-1H-benzo[d][1,2,3]triazol-5-yl)oxy)phenyl)amino)pyrido[3,2-d]pyrimidin-6-yl)piperidin-3-yl)acrylamide